cyclopentyl-2-((1-(cyclopropylsulfonyl)piperidin-4-yl)amino)-6-(methylamino)pterin C1(CCCC1)NC1(NC2=NC=C(N=C2C(N1)=O)NC)NC1CCN(CC1)S(=O)(=O)C1CC1